O=C(C=CC(=O)O)NC1=CC=2C(C=3N=C(N=CC3C2C=C1)C(F)(F)F)=O 4-oxo-4-((9-oxo-2-(trifluoromethyl)-9H-indeno[2,1-d]pyrimidin-7-yl)amino)but-2-enoic acid